2-((2R,4S)-4-((tert-butyldimethylsilyl)oxy)-1-(6-chloropyrimidin-4-yl)pyrrolidin-2-yl)-6-cyclopropylimidazo[1,2-a]pyridine [Si](C)(C)(C(C)(C)C)O[C@H]1C[C@@H](N(C1)C1=NC=NC(=C1)Cl)C=1N=C2N(C=C(C=C2)C2CC2)C1